methyl (E)-4-(2-(2-((1-((R)-1-(naphthalen-1-yl)ethyl)piperidin-4-yl)((E)-4,4,4-trifluoro-3-oxobut-1-en-1-yl)amino)acetamido)acetamido)but-2-enoate C1(=CC=CC2=CC=CC=C12)[C@@H](C)N1CCC(CC1)N(CC(=O)NCC(=O)NC/C=C/C(=O)OC)\C=C\C(C(F)(F)F)=O